The molecule is a hydrate that is the monohydrate form of triprolidine hydrochloride. A sedating antihistamine, it is used for the symptomatic relief of uticaria, rhinitis, and various pruritic skin disorders. It has a role as a H1-receptor antagonist. It contains a triprolidine hydrochloride (anh.). CC1=CC=C(C=C1)/C(=C\\CN2CCCC2)/C3=CC=CC=N3.O.Cl